4-(2-(pyridin-2-yl)phenyl)thiazol-2-amine N1=C(C=CC=C1)C1=C(C=CC=C1)C=1N=C(SC1)N